C(=C(C)C)OCCC[Si](OC)(OC)OC 3-(isobutenyloxy)propyl-trimethoxysilane